CC1=NC=CC2=CC(=CC=C12)C(=O)O 1-methylisoquinoline-6-carboxylic acid